BrC1=CC(=C(C=C1)N=C1C(CC12C[SH2](C2)=O)=O)F ((4-bromo-2-fluorophenyl)imino)-2-oxo-6λ6-thiaspiro[3.3]heptane-6-oxide